C(#N)C=1C=C(C=CC1)C=1N=C(SC1C1=CC(=NC(=C1)C)C)NC(=O)N1CCC(CC1)C(=O)NCCO N1-[4-(3-Cyanophenyl)-5-(2,6-dimethyl-4-pyridyl)thiazol-2-yl]-N4-(2-hydroxyethyl)piperidin-1,4-dicarboxamid